4-ethyl-4-hydroxy-7,8-dihydro-1H-pyrano[3,4-f]Indolizine-3,6,10(4H)-trione C(C)C1(C(OCC=2C(N3CCC(C3=CC21)=O)=O)=O)O